3-amino-2,3-dihydrothiophene-1,1-dioxide hydrochloride Cl.NC1CS(C=C1)(=O)=O